C1=CC(=C(C(=C1)O)O)C(=O)O dihydroxybenzoic acid